C(CCC)C1NS(C=2C(C1)N(C=C(C2O/C=C/C(=O)O)SC)C2=CC=CC=C2)(=O)=O (E)-3-((3-butyl-7-(methylthio)-1,1-dioxido-5-phenyl-2,3,4,5-tetrahydro-1,2,5-benzothiadiazin-8-yl)oxy)acrylic acid